NC1=NN(C=C1C)CC#N 2-(3-Amino-4-methyl-1H-pyrazol-1-yl)acetonitrile